FC=1C=C(C=CC1F)N1C(N([C@H](C1)C#N)C1=CN=CC2=CC=CC=C12)=O (R)-1-(3,4-difluorophenyl)-3-(isoquinolin-4-yl)-2-oxoimidazolidine-4-carbonitrile